NC=1C(=NC=C(C1)CO[Si](C)(C)C(C)(C)C)NC1CCN(CC1)C(=O)OC(C)(C)C Tert-Butyl 4-((3-amino-5-(((tert-butyldimethylsilyl)oxy)methyl)pyridin-2-yl)amino)piperidine-1-carboxylate